C(C)(C)(C)OC(=O)N1C(C(CCC1)=O)COC1CCC(CC1)C1=C(C=CC=C1)O tert-butyl-3-oxo-2-({[(1s,4s)-4-(2-hydroxyphenyl)cyclohexyl]-oxy}methyl)piperidine-1-carboxylate